3-(4-fluoroindolin-5-yl)-1-(2-methoxyethyl)-1H-pyrazolo[3,4-d]pyrimidin-4-amine FC1=C2CCNC2=CC=C1C1=NN(C2=NC=NC(=C21)N)CCOC